6,6'-difluoro-1H,1'H-[2,2'-biindol] FC1=CC=C2C=C(NC2=C1)C=1NC2=CC(=CC=C2C1)F